2-(2-Methyl-6-(trifluoromethyl)pyridin-3-ylthio)acetic acid CC1=NC(=CC=C1SCC(=O)O)C(F)(F)F